propyl galacturonate O=C[C@H](O)[C@@H](O)[C@@H](O)[C@H](O)C(=O)OCCC